FC=1C=2N(C=CC1)N=C(C2)[C@@H]2N(CCC1=C2N=CN1)C=1OC(=NN1)C1=NC=CN=C1 (R)-2-(4-(4-fluoropyrazolo[1,5-a]pyridin-2-yl)-1,4,6,7-tetrahydro-5H-imidazo[4,5-c]pyridin-5-yl)-5-(pyrazin-2-yl)-1,3,4-oxadiazole